NC=1C=C(C(=NC1)C(=O)N[C@H](C(=O)OCC)CCC(=O)OCC)C(F)(F)F 1,5-diethyl (2S)-2-([5-amino-3-(trifluoromethyl)pyridin-2-yl]formamido)pentanedioate